FC1=CN=C2N1C=C(C=C2)C2=CNC=1N=C(N=C(C12)OC)NC1CC(C1)(C)NC(CC)=O N-((1r,3r)-3-((5-(3-fluoroimidazo[1,2-a]pyridin-6-yl)-4-methoxy-7H-pyrrolo[2,3-d]pyrimidin-2-yl)amino)-1-methylcyclobutyl)propionamide